7-oxobicyclo[2.2.1]hept-5-ene-2-carboxylic acid O=C1C2C(CC1C=C2)C(=O)O